ClC=1C(=C2C=NN(C2=CC1)C)C=1C=C(C=CC1)NC(C1=CC(=C(C=C1)NC(\C=C\CNC1CCC(CC1)N(CC)CC)=O)C#N)=O N-(3-(5-chloro-1-methyl-1H-indazol-4-yl)phenyl)-3-cyano-4-((E)-4-(((1r,4r)-4-(diethylamino)cyclohexyl)amino)but-2-enamido)benzamide